3-(1-ethynylpyrenyl)-3-deaza-2'-deoxyguanosine C(#C)C1=C(C=C2C=CC3=CC=CC4=CC=C1C2=C34)C3=C(NC(C=4N=CN([C@H]2C[C@H](O)[C@@H](CO)O2)C34)=O)N